ammonium hydroxide fluoride [F-].[OH-].[NH4+].[NH4+]